4-(ethylamino)-6-((2-methoxy-4-(1-(oxetan-3-yl)-4-oxido-1,4-azaphosphinan-4-yl)phenyl)amino)-1H-pyrrolo[2,3-b]pyridine-3-carbonitrile C(C)NC1=C2C(=NC(=C1)NC1=C(C=C(C=C1)P1(CCN(CC1)C1COC1)=O)OC)NC=C2C#N